4-(3-(1-(2,6-dioxopiperidin-3-yl)-3-methyl-1H-indazol-4-yl)Propyl)piperazine O=C1NC(CCC1N1N=C(C2=C(C=CC=C12)CCCN1CCNCC1)C)=O